2-Oxo-2-[(2R,5S)-5-methyl-2-[2-(1-methylazetidin-3-yl)-1,3-benzothiazol-5-yl]-1-piperidyl]-N-[1-(2-trimethylsilylethoxymethyl)pyrazolo[4,3-c]pyridin-7-yl]acetamide O=C(C(=O)NC=1C2=C(C=NC1)C=NN2COCC[Si](C)(C)C)N2[C@H](CC[C@@H](C2)C)C=2C=CC1=C(N=C(S1)C1CN(C1)C)C2